ethylenebismelamine C(CNC1=NC(=NC(=N1)N)N)NC1=NC(=NC(=N1)N)N